(2R,3S,4R,5R)-2-(6-amino-9H-purin-9-yl)-4-fluoro-5-(hydroxymethyl)tetrahydrofuran NC1=C2N=CN(C2=NC=N1)[C@@H]1O[C@@H]([C@@H](C1)F)CO